N-[7-methoxy-4-(1-methyl-1H-pyrazol-4-yl)-1H-1,3-benzodiazol-2-yl]-4-[(morpholin-4-yl)methyl]benzamide COC1=CC=C(C2=C1NC(=N2)NC(C2=CC=C(C=C2)CN2CCOCC2)=O)C=2C=NN(C2)C